Methyl-bis-(2-hydroxypropyl)-amin CN(CC(C)O)CC(C)O